COC(CCC(=O)C=1SC=C(C1)C1=CN(C2=C(C=CC=C12)F)C(=O)OC(C)(C)C)=O 4-(4-(7-fluoro-1-Boc-1H-indol-3-yl)thiophen-2-yl)-4-oxobutanoic acid methyl ester